C(C)(C)(C)OC(=O)N1[C@@H](CN([C@H](C1)C)C1=NC=CC2=C1C(=CN2S(=O)(=O)C2=CC=C(C)C=C2)C(F)(F)F)C (2r,5s)-2,5-dimethyl-4-(1-tosyl-3-(trifluoromethyl)-1H-pyrrolo[3,2-c]pyridin-4-yl)piperazine-1-carboxylic acid tert-butyl ester